1-[2-(3-fluoro-4-methoxyanilino)-3-(3-methyl-1H-pyrrolo[2,3-b]pyridin-4-yl)-6,7-dihydropyrazolo[1,5-a]pyrazin-5(4H)-yl]prop-2-en-1-one FC=1C=C(NC2=NN3C(CN(CC3)C(C=C)=O)=C2C2=C3C(=NC=C2)NC=C3C)C=CC1OC